(3R,4S)-3-cyclopropyl-4-methyl-1-[6-(5-methylpyridin-3-yl)pyrrolo[1,2-b]pyridazin-4-yl]-2-oxopyrrolidine-3-carbonitrile C1(CC1)[C@]1(C(N(C[C@H]1C)C=1C=2N(N=CC1)C=C(C2)C=2C=NC=C(C2)C)=O)C#N